COC1=CC=C(CC2(NC(=C(C=C2)S(=O)(=O)C)N)NC)C=C1 2-(4-methoxybenzyl)-N2-methyl-5-(methylsulfonyl)pyridine-2,6-diamine